(S)-3-((1-(7,8-dichloro-4-(1H-imidazol-1-yl)quinolin-2-yl)-5-oxopyrrolidin-2-yl)methoxy)propionic acid ClC1=CC=C2C(=CC(=NC2=C1Cl)N1[C@@H](CCC1=O)COCCC(=O)O)N1C=NC=C1